(R)-3-(4-(2-ethoxyvinyl)-2,6-difluorophenyl)piperidine-2,6-dione C(C)OC=CC1=CC(=C(C(=C1)F)[C@@H]1C(NC(CC1)=O)=O)F